2-tert-butyl 8-ethyl 10-methyl-11-oxo-3,4,8,9,10,11-hexahydro-1H-pyrido[4',3':3,4]pyrazolo[1,5-a][1,4]diazepine-2,8(7H)-dicarboxylate CN1C(C=2N(CC(C1)C(=O)OCC)N=C1C2CN(CC1)C(=O)OC(C)(C)C)=O